C(C)(C)(C)OC(=O)NC1CC(C1)OC1=CC=C(C=C1)C(C)C 2-(4-((1r,3r)-3-((tert-butoxycarbonyl)amino)cyclobutoxy)phenyl)propane